N1(CCNCC1)C1=NC=CC(=C1)C1=CC=2C(=NC=CC2C=2C=C3C(=NNC3=CC2)N)N1 5-(2-(2-(Piperazin-1-yl)pyridin-4-yl)-1H-pyrrolo[2,3-b]pyridin-4-yl)-1H-indazol-3-amine